ClCC=1OC(=CN1)C1=CC(=CC=C1)OC 2-(chloromethyl)-5-(3-methoxyphenyl)-1,3-oxazole